C1(CCCC1)NC1=CC=C(C=C1)[C@H]1[C@H](C[C@@H]2[C@H](N1C(C1=C(C=CC=C1C)F)=O)CCC2)C(=O)NC=2C=C1C=NNC1=CC2 (2R,3S,4aR,7aR)-2-(4-(cyclopentylamino)phenyl)-1-(2-fluoro-6-methylbenzoyl)-N-(1H-indazol-5-yl)octahydro-1H-cyclopenta[b]pyridine-3-carboxamide